CN(C(C=C)=O)CC(C)OC=1C=NC=CC1C1=C(C2=NC=CC=C2N1)C1=CC=CC=C1 N-methyl-N-[2-{[4-(3-phenyl-1H-pyrrolo[3,2-b]pyridin-2-yl)pyridin-3-yl]oxy}propyl]prop-2-enamide